5-(n-hexyloxycarbonylmethyl)-7-oxo-bicyclo[2.2.1]Hept-2-ene C(CCCCC)OC(=O)CC1C2C=CC(C1)C2=O